2-(4-Bromo-imidazol-1-yl)-pentanoic acid (5-bromo-pyridin-2-yl)-amide BrC=1C=CC(=NC1)NC(C(CCC)N1C=NC(=C1)Br)=O